ClC=1C=C(C=NC1)[C@@H]1[C@H](C1)C(=O)ON1C(C2=CC=CC=C2C1=O)=O (1,3-dioxoisoindolin-2-yl) (1S,2S)-2-(5-chloro-3-pyridyl)cyclopropanecarboxylate